BrCCCCC(CCCCCCCC)(CCCCCCCC)O 9-(4-bromobutyl)heptadecan-9-ol